C(C)(C)(C)OC(=O)N1CCC2(CC1)CN(C1=CC=CC=C12)C(CC)=O 1-propionyl-spiro[indoline-3,4'-piperidine]-1'-carboxylic acid tert-butyl ester